C=C(C)C1=CC=NN1C1=C(C=CC=C1)N(C(OC(C)(C)C)=O)C=1C=NC2=CC=CC=C2C1 tert-butyl {2-[5-(prop-1-en-2-yl)-1H-pyrazol-1-yl]phenyl}quinolin-3-ylcarbamate